FC=1C=C(C=C(C1)OC1=CC=C(C=C1)C(F)(F)F)N 3-fluoro-5-(4-(trifluoromethyl)phenoxy)benzeneAmine